5-ethyl-2-fluoro-4-(3-(5-((1-methyl-1H-pyrazol-4-yl)methyl)-1,4,5,6-tetrahydropyrrolo[3,4-d]imidazol-2-yl)-1H-indazol-6-yl)phenol C(C)C=1C(=CC(=C(C1)O)F)C1=CC=C2C(=NNC2=C1)C1=NC2=C(N1)CN(C2)CC=2C=NN(C2)C